3-(1H-benzotriazol-1-yloxy)-6-chloro-N-(cyclohexylmethyl)pyridazine-4-carboxamide N1(N=NC2=C1C=CC=C2)OC=2N=NC(=CC2C(=O)NCC2CCCCC2)Cl